magnesium nickel cobalt sulfide [Co]=S.[Ni].[Mg]